O=C1NC(CCC1N1C(C2=C(C=C(C=C2C1)C(=O)O)C(F)(F)F)=O)=O 2-(2,6-dioxopiperidin-3-yl)-1-oxo-7-(trifluoromethyl)isoindoline-5-carboxylic acid